Cl.CC=1N=C(SC1)CN (4-methylthiazol-2-yl)methylamine hydrochloride